N1C=C(C2=CC=CC=C12)CCC1N(CCC2=CC(=C(C=C12)OC)OS(=O)(=O)C(F)(F)F)CC1CCOCC1 1-(2-(1H-indol-3-yl)ethyl)-7-methoxy-2-((tetrahydro-2H-pyran-4-yl)methyl)-1,2,3,4-tetrahydroisoquinolin-6-yl-trifluoromethanesulfonic acid